6-(2-(3-Fluorophenyl)-5,6-dihydro-4H-pyrrolo[1,2-b]pyrazol-3-yl)imidazo[1,2-a]pyridine FC=1C=C(C=CC1)C=1C(=C2N(N1)CCC2)C=2C=CC=1N(C2)C=CN1